3-(hydroxymethyl)pyridine-2-carbonitrile OCC=1C(=NC=CC1)C#N